CCCCCCCCCCCCCCCCCCCCCCCC[C@H]([C@@H](CCCCCCCCCCCCCCCC/C=C\\CCCCCCCCCCCCC/C=C\\CCCCCCCCCCCCCCCCCCCC)O)C(=O)O The molecule is a mycolic acid produced by Mycobacterium tuberculosis. Its structure is that of hexacosanoic acid substituted at position 2 by a (1R,18Z,33Z)-1-hydroxytetrapentaconta-18,33-dien-1-yl group. (The term C80 refers to the average tail length of a reported naturally occurring range of 72-86 carbon atoms.)